(4RS)-[4-carboxy-5,8,11-tris(carboxymethyl)-1-phenyl-2-oxa-5,8,11-triazatridecan-13-oic acid] C(=O)(O)[C@@H](COCC1=CC=CC=C1)N(CCN(CCN(CC(=O)O)CC(=O)O)CC(=O)O)CC(=O)O |r|